COC1=C(C=CC=C1)C1=C(C=2C(=NC=CN2)N1C)C(=O)N1CC(CCC1)COC1=C(C=CC=C1)C 1-[6-(2-Methoxyphenyl)-5-methylpyrrolo[2,3-b]pyrazine-7-carbonyl]-3-(2-methylphenoxymethyl)piperidine